C(=C)P(C=C)(C=C)=O trivinyl-phosphine oxide